NC1=C(C=C(C=N1)C=1N=C(N(C1)C12CC(C1)C2)C(C(F)(F)F)O)OC(F)(F)F 1-(4-(6-amino-5-(trifluoromethoxy)-pyridin-3-yl)-1-(bicyclo[1.1.1]pentan-1-yl)-1H-imidazol-2-yl)-2,2,2-trifluoroethan-1-ol